N8-ACETYLSPERMIDINE CC(=O)NCCCCNCCCN